C(C)(C)(C)O[C@H](C(=O)OCC)C1=C(C2=C(N=C(S2)C=2C=C3C(=NN(C3=CC2)C)C2CNCCC2)C=C1C)C1=CC=C(C=C1)Cl (2S)-ethyl 2-(tert-butoxy)-2-(7-(4-chlorophenyl)-5-methyl-2-(1-methyl-3-(piperidin-3-yl)-1H-indazol-5-yl)benzo[d]thiazol-6-yl)acetate